Cl.NC=1C=C(C(=NC1C)S(=O)(=O)NC1=NOC=C1)F 5-amino-3-fluoro-N-(isoxazol-3-yl)-6-methylpyridine-2-sulfonamide hydrochloride